C(C(C)(C)C)(=O)OCCCC(C)C iso-hexyl neopentanoate